CC=1C=C(C=CC1OC1=CC2=C(C=N1)N(C=N2)C)NC2=NC=NC1=CC=3OC[C@H]4N(C3N=C12)CCNC4 (S)-N-(3-methyl-4-((3-methyl-3H-imidazo[4,5-c]pyridin-6-yl)oxy)phenyl)-1,2,3,4,4a,5-hexahydropyrazino[1,2-d]pyrimido[4',5':5,6]pyrido[3,2-b][1,4]oxazin-11-amine